tert-butyl (S)-3-(cyclopropylcarbamoyl)piperidine-1-carboxylate C1(CC1)NC(=O)[C@@H]1CN(CCC1)C(=O)OC(C)(C)C